1-butyl-3-[4-methyl-2-[4-[(1-methylbenzimidazol-2-yl)methyl]piperazin-1-yl]phenyl]sulfonyl-urea C(CCC)NC(=O)NS(=O)(=O)C1=C(C=C(C=C1)C)N1CCN(CC1)CC1=NC2=C(N1C)C=CC=C2